(2S,5R)-1,4-dibenzyl-2,5-bis(methoxymethyl)piperazine C(C1=CC=CC=C1)N1[C@@H](CN([C@H](C1)COC)CC1=CC=CC=C1)COC